N-(5-chloro-2-methoxyphenyl)-1-methyl-1H-1,2,4-triazol-3-amine ClC=1C=CC(=C(C1)NC1=NN(C=N1)C)OC